orthosilicate compound with water O.[Si](O)(O)(O)O